O1CCOC12CCC(CC2)C[C@@H]2CC[C@@H](N2C(=O)OC(C)(C)C)C(=O)OC 1-(tert-Butyl) 2-methyl (2R,5S)-5-((1,4-dioxaspiro[4.5]decan-8-yl)methyl)-pyrrolidine-1,2-dicarboxylate